1,2,3-tris(1-ethoxyethoxy)propane C(C)OC(C)OCC(COC(C)OCC)OC(C)OCC